(S)-pyrrolidine-2-methanol N1[C@@H](CCC1)CO